3-Bromo-1H-pyrazolo[3,4-c]pyridazine BrC1=NNC2=NN=CC=C21